C1(=CC(=C2C=CC3=C(C=C(C4=CC=C1C2=C34)C3=NC=4N(C(N(C(C4N3C)=O)CCCCCCCC)=O)C)C3=NC=4N(C(N(C(C4N3C)=O)CCCCCCCC)=O)C)C3=NC=4N(C(N(C(C4N3C)=O)CCCCCCCC)=O)C)C3=NC=4N(C(N(C(C4N3C)=O)CCCCCCCC)=O)C 8,8',8'',8'''-(pyrene-1,3,6,8-tetrayl)tetrakis(3,7-dimethyl-1-octyl-3,7-dihydro-1H-purine-2,6-dione)